2-(CYCLOPENTYLOXY)ACETIC ACID C1(CCCC1)OCC(=O)O